C(C)(C)(C)C1=NC=NC(=C1)Cl 4-tert-butyl-6-chloropyrimidine